potassium germanium phosphorus sulfur [S].[P].[Ge].[K]